C(#N)N1C[C@]2(CCC2C1)NC(=O)C1=NNC(=C1)C1=C(C=NC=C1)SC1=CC=C(C=C1)F N-((1R)-3-Cyano-3-azabicyclo[3.2.0]heptan-1-yl)-5-(3-((4-fluorophenyl)thio)pyridin-4-yl)-1H-pyrazol-3-carboxamid